(E)-3-amino-N-(2-((2-(2-ethylamino-benzo[d]oxazol-6-yl)-4H-benzopyran-4-ylidene)amino)phenyl)propanamide NCCC(=O)NC1=C(C=CC=C1)/N=C/1\C=C(OC2=C1C=CC=C2)C2=CC1=C(N=C(O1)NCC)C=C2